C(#N)C1=C(C(=CC=C1)C(F)(F)F)NS(=O)(=O)C=1C=C(C=NC1OC)NC(=O)C=1OC(=CN1)C1=CC=CC=C1 N-(5-(N-(2-cyano-6-(trifluoromethyl)phenyl)sulfamoyl)-6-methoxypyridin-3-yl)-5-phenyloxazole-2-carboxamide